ClC1=C(C(=C(C=C1OC)OC)Cl)C1=CC2=C(N=C(N=C2)N[C@H]2[C@H](COC2)NC(C=C)=O)C(=N1)NCCS(=O)(=O)CC N-((3R,4S)-4-((6-(2,6-dichloro-3,5-dimethoxyphenyl)-8-((2-(ethylsulfonyl)ethyl)amino)pyrido[3,4-d]pyrimidin-2-yl)amino)tetrahydrofuran-3-yl)acrylamide